2',5'-dichloro-4-hydroxy-6-methyl-2H-[1,4'-bipyridyl]-2-one ClC1=NC=C(C(=C1)N1C(C=C(C=C1C)O)=O)Cl